COC(CNC(NC=1C(=NN2C1C(N(CC2)C(=O)OC(C)(C)C)C)C2=CC(=C(C(=C2)C)F)C)=O)OC tert-butyl 3-(3-(2,2-dimethoxyethyl) ureido)-2-(4-fluoro-3,5-dimethylphenyl)-4-methyl-6,7-dihydropyrazolo[1,5-a]pyrazine-5(4H)-carboxylate